FC1(CCN(CC1)C1=CC(=CC(=N1)NC(C1=C(C=C(C=C1)NS(=O)(=O)CCO)C1=CCC2(CC2)CC1)=O)C)F N-[6-(4,4-difluoropiperidin-1-yl)-4-methylpyridin-2-yl]-4-((2-hydroxyethyl)sulfonylamino)-2-{spiro[2.5]oct-5-en-6-yl}benzamide